FC1=CC(=C(C=C1C1=CN=NC(=C1)OC)O)C1=NC=C(N=C1)N(C)[C@H]1[C@H]([C@@]2(CC[C@](C1)(N2)C)C)F 4-fluoro-2-(5-(((1S,2R,3R,5R)-2-fluoro-1,5-dimethyl-8-azabicyclo[3.2.1]octan-3-yl)(methyl)amino)pyrazin-2-yl)-5-(6-methoxypyridazin-4-yl)phenol